4-(((Z)-5-((Z)-5-chloro-2-oxoindoline-3-ylidene)-3-cyclohexyl-4-oxothiazolidin-2-ylidene)amino)benzenesulphonamide ClC=1C=C2/C(/C(NC2=CC1)=O)=C/1\C(N(/C(/S1)=N/C1=CC=C(C=C1)S(=O)(=O)N)C1CCCCC1)=O